(S)-N-((R)-(4-chlorophenyl)(4-(trifluoromethyl)thiazol-2-yl)methyl)-2-oxo-oxazolidine-5-carboxamide ClC1=CC=C(C=C1)[C@@H](NC(=O)[C@@H]1CNC(O1)=O)C=1SC=C(N1)C(F)(F)F